N-isopropyl-2-(methylamino)acetamide hydrochloride CC(C)NC(=O)CNC.Cl